C1(CCCCC1)NC1=NC=C(C(=O)N)C(=C1)N[C@H]1C[C@H]([C@@H](CC1)C)O 6-(cyclohexylamino)-4-(((1R,3R,4R)-3-hydroxy-4-methylcyclohexyl)amino)nicotinamide